2-{5-[3-(tert-butylamino)pyrrolidin-1-yl]pyrazin-2-yl}-5-(3-fluoro-1H-pyrazol-4-yl)phenol dihydrochloride Cl.Cl.C(C)(C)(C)NC1CN(CC1)C=1N=CC(=NC1)C1=C(C=C(C=C1)C=1C(=NNC1)F)O